S-(1-deazaadenosyl)-L-homocysteine [C@@H]1([C@H](O)[C@H](O)[C@@H](CSCC[C@H](N)C(=O)O)O1)N1C=NC=2C(N)=CC=NC12